O1CCN(CCC1)C1=NC=CC(=C1)OC1=CC(=C(C=C1)NC1=NC=NC2=CC(=C(C=C12)NC1CCN(CC1)C(C=C)=O)OC)F 1-(4-((4-((4-((2-(1,4-oxazepan-4-yl)pyridin-4-yl)oxy)-2-fluorophenyl)amino)-7-methoxyquinazolin-6-yl)amino)piperidin-1-yl)prop-2-en-1-one